(2-((3R,4R)-3-amino-4-fluoropiperidin-1-yl)-5,6-difluoro-1H-benzo[d]imidazol-1-yl)-1-((1R,5S)-3-azabicyclo[3.1.0]hex-3-yl)ethanone N[C@@H]1CN(CC[C@H]1F)C1=NC2=C(N1CC(=O)N1C[C@@H]3C[C@@H]3C1)C=C(C(=C2)F)F